bromo-8-nitro-3,4-dihydroisoquinolin-1(2H)-one BrN1C(C2=C(C=CC=C2CC1)[N+](=O)[O-])=O